C(C)(C)(C)C(C(=O)OCCCCCCCCCCCCCCCCCC)(CC1=CC=C(C=C1)O)C(C)(C)C Stearyl di-tert-butyl-4-hydroxyhydrocinnamate